3-methoxy-D-tyrosine COC=1C=C(C[C@@H](N)C(=O)O)C=CC1O